C(C)(C)(C)C1=NC(=NO1)C(=O)NCC1=C(C=C(C=C1)C=1C=2N(C=C(N1)C=1C=NN(C1)C)N=CC2)C(F)F (tert-butyl)-N-(2-(difluoromethyl)-4-(6-(1-methyl-1H-pyrazol-4-yl)pyrazolo[1,5-a]pyrazin-4-yl)benzyl)-1,2,4-oxadiazole-3-carboxamide